CC([C@@H](C(N1[C@@H](CCC1)CN1C[C@H](OCC1)C1=CC=CC=C1)=O)NC(=O)C1=CC2=C(S1)C=CC(=C2)C(F)(F)P(O)(O)=O)(C)C ((2-(((S)-3,3-dimethyl-1-oxo-1-((S)-2-(((R)-2-phenylmorpholino)methyl)pyrrolidin-1-yl)butan-2-yl)carbamoyl)benzo[b]thiophen-5-yl)difluoromethyl)phosphonic acid